4-amino-butane-1,2,3-triol NCC(C(CO)O)O